[N+](=O)([O-])C1=CC=C(C=2C1=NON2)NC(C(=O)N)CCC 2-((7-nitro-2,1,3-benzoxadiazol-4-yl)amino)pentanamide